ClC=1C(=NC=C(C1)C(F)(F)F)OC1CN(CC1)C1=C(C=CC=C1)OC 3-chloro-2-(1-(2-methoxyphenyl)pyrrolidin-3-yloxy)-5-(trifluoromethyl)pyridine